C1(CC1)C=1NC(=NN1)C1CC2(CN(C2)C(=O)N2CC3(C2)CCC(CC3)CC3=NC=C(C=C3)C(F)(F)F)C1 [6-(5-cyclopropyl-4H-1,2,4-triazol-3-yl)-2-azaspiro[3.3]heptan-2-yl]-[7-[[5-(trifluoromethyl)-2-pyridyl]methyl]-2-azaspiro[3.5]nonan-2-yl]methanone